3-Butyl-8-hydroxy-7-methoxy-2-methyl-5-phenyl-2,3,4,5-tetrahydro-1,2,5-benzothiadiazepine 1,1-dioxide C(CCC)C1N(S(C2=C(N(C1)C1=CC=CC=C1)C=C(C(=C2)O)OC)(=O)=O)C